2-[2-(aminomethyl)-3,3-difluoro-allyl]-4-[[5-(6-piperazin-1-yl-3-pyridyl)-2-thienyl]methyl]-1,2,4-triazol-3-one NCC(CN1N=CN(C1=O)CC=1SC(=CC1)C=1C=NC(=CC1)N1CCNCC1)=C(F)F